5-(4,4,5,5-tetramethyl-1,3,2-dioxaborolan-2-yl)-1H-indole-2-carboxamide CC1(OB(OC1(C)C)C=1C=C2C=C(NC2=CC1)C(=O)N)C